O[C@H]1[C@H]2[C@@H]3CC[C@H]([C@@H](CCC(=O)O)C)[C@]3(CC[C@@H]2[C@]2(CCC(C=C2C1)=O)C)C 7α-hydroxy-3-oxochol-4-enoic acid